FC(C=1C=C(C(=O)O)C=C(C1)C(F)(F)F)(F)F 3,5-bistrifluoromethylbenzoic acid